ethyl 8-chloroimidazo[1,2-a]pyrazine-6-carboxylate ClC=1C=2N(C=C(N1)C(=O)OCC)C=CN2